C(C=C)C=1C=C(C(=C(C1)C1=C(C=CC(=C1)CC=C)O)O)C=O 5,5'-diallyl-2,2'-dihydroxy-[1,1'-biphenyl]-3-carbaldehyde